C(C)(C)(C)N1CCN(CC1)C=1C2=C(N=CN1)CCNC2 tert-butyl-4-(5,6,7,8-tetrahydropyrido[4,3-d]pyrimidin-4-yl)piperazine